2-Amino-N-[1-(8-chloro-3-methyl-5-phenyl[1,2,4]triazolo[4,3-a]pyridin-6-yl)ethyl]pyrazolo[1,5-a]pyrimidine-3-carboxamide NC1=NN2C(N=CC=C2)=C1C(=O)NC(C)C=1C=C(C=2N(C1C1=CC=CC=C1)C(=NN2)C)Cl